FC(OC1=C(C=C(C=C1)OC(F)F)C1=NN(C=C1NC(=O)C=1C=NN2C1N=CC=C2)CC=2N=NN(N2)C[C@H]2N(CCC2)C)F |r| N-[3-[2,5-bis(difluoromethoxy)phenyl]-1-[[2-[[rac-(2S)-1-methylpyrrolidin-2-yl]methyl]tetrazol-5-yl]methyl]pyrazol-4-yl]pyrazolo[1,5-a]pyrimidine-3-carboxamide